bis(4-aminobutyl)amine NCCCCNCCCCN